CC1=NOC=2[C@@H](N=C(C3=C(C21)C=CC=C3)C3=CC=C(C=C3)OC3CC2(C3)OCCNC2)CC=2OC=CN2 (4S)-1-methyl-6-[4-(5-oxa-8-azaspiro[3.5]nonan-2-yloxy)phenyl]-4-(oxazol-2-ylmethyl)-4H-isoxazolo[5,4-d][2]benzazepine